ClC=1C(=C(CNC(CN(C(CN2N=C(C3=CC(=CC=C23)NC(CC2CC2)=O)C(=O)N)=O)[C@@H](CO)C)=O)C=CC1)F (R)-1-(2-((2-((3-chloro-2-fluorobenzyl)amino)-2-oxoethyl)(1-hydroxypropan-2-yl)amino)-2-oxoethyl)-5-(2-cyclopropylacetamido)-1H-indazole-3-carboxamide